3-(2,5-dichloropyrimidin-4-yl)-7-nitro-1-tosyl-1H-indole ClC1=NC=C(C(=N1)C1=CN(C2=C(C=CC=C12)[N+](=O)[O-])S(=O)(=O)C1=CC=C(C)C=C1)Cl